NC1=NC(=C(C=2N1C(N(N2)CC2=NC=C(C=C2)Br)=O)C2=CC(=NC(=C2)C)CO)C2=CC=CC=C2 5-amino-2-[(5-bromo-2-pyridyl)methyl]-8-[2-(hydroxymethyl)-6-methyl-4-pyridyl]-7-phenyl-[1,2,4]triazolo[4,3-c]pyrimidin-3-one